(S)-3-((tert-butoxycarbonyl)amino)-4-(difluoromethylene)cyclopent-1-ene-1-carboxylic acid ethyl ester C(C)OC(=O)C1=C[C@@H](C(C1)=C(F)F)NC(=O)OC(C)(C)C